benzyl (1S,2S)-2-(hydroxymethyl)cyclobutylcarbamate OC[C@@H]1[C@H](CC1)NC(OCC1=CC=CC=C1)=O